N-(3-fluoro-4-nitrophenyl)-1-methylpiperidin-4-amine FC=1C=C(C=CC1[N+](=O)[O-])NC1CCN(CC1)C